(3-(((3-chloro-6,7-dihydrospiro[cyclopenta[d]pyrazolo[1,5-a]pyrimidine-5,4'-piperidine]-8-yl)amino)methyl)phenyl)(morpholino)methanone dihydrochloride Cl.Cl.ClC=1C=NN2C1N=C1C(=C2NCC=2C=C(C=CC2)C(=O)N2CCOCC2)CCC12CCNCC2